FC1=C(C=CC(=C1)F)C1=CN=C(N1)[C@H](C)NC(=O)[C@H](CC(=O)N1C(CCCC1)C(C)C)NC(CCC(C)C)=O N-[(1S)-1-[[(1S)-1-[5-(2,4-difluorophenyl)-1H-imidazol-2-yl]ethyl]carbamoyl]-3-(2-isopropyl-1-piperidyl)-3-oxo-propyl]-4-methyl-pentanamide